(R)-5-((2-(1-amino-8-azaspiro[4.5]decan-8-yl)-1-methyl-6-carbonyl-1,6-dihydropyrimidin-5-yl)thio)-4-chloro-2-methyl-2H-indazole-3-carbonitrile formate C(=O)O.N[C@@H]1CCCC12CCN(CC2)C=2N(C(C(=CN2)SC2=C(C1=C(N(N=C1C=C2)C)C#N)Cl)=C=O)C